8-chloro-6-(3-(dimethylamino)propyl)-2,3,4,6-tetrahydro-1H-indolo[2,3-b]quinoline-11-amine ClC=1C=CC2=C(C1)N(C1=NC=3CCCCC3C(=C12)N)CCCN(C)C